C(C1=CC=CC=C1)OC(=O)N1CC2=C(CC1)C(=NO2)O.C(#N)N(N(N(N(N(C#N)C#N)C#N)C#N)C#N)N hexacyanohexaazane benzyl-3-hydroxy-4,5,6,7-tetrahydroisoxazolo[5,4-c]pyridine-6-carboxylate